1-[6-[6-[(6-chloropyridazin-3-yl)amino]-5-fluoro-benzimidazol-1-yl]-2-[3-(difluoromethyl)-5-methyl-pyrazol-1-yl]-3-pyridyl]ethanol ClC1=CC=C(N=N1)NC=1C(=CC2=C(N(C=N2)C2=CC=C(C(=N2)N2N=C(C=C2C)C(F)F)C(C)O)C1)F